ethanone O-((2,5-bis(4-methylphenyl-sulfonyloxy)benzenesulfonyloxy)benzenesulfonyl) oxime CC1=CC=C(C=C1)S(=O)(=O)OC1=C(C=C(C=C1)OS(=O)(=O)C1=CC=C(C=C1)C)S(=O)(=O)OC1=C(C=CC=C1)S(=O)(=O)ON=CC